NCCC=1C=CC(=NC1)C1=C(C=C(C=C1)F)C(=O)C=1N(N=C(C1)N1CCOCC1)C [2-[5-(2-aminoethyl)pyridin-2-yl]-5-fluorophenyl]-(2-methyl-5-morpholin-4-ylpyrazol-3-yl)methanone